C1(CCCCCCCC1)N[C@@H](C)C(=O)O cyclononylalanine